2-(dimethylamino)propane-1-thiol hydrochloride Cl.CN(C(CS)C)C